COCC1=C(N=C(S1)C)C 5-(methoxymethyl)-2,4-dimethyl-1,3-thiazole